CNCC1=CC=C(C=C1)OC N-methyl-N-(4-methoxybenzyl)amine